CS1SSC(C1)C 3,5-Dimethyltrithiolan